(4-(3-fluoro-2-(trifluoromethyl)phenyl)piperidin-1-yl)(5-(2-methoxyethyl)-4,5,6,7-tetrahydro-1H-pyrazolo[4,3-c]pyridin-3-yl)methanone FC=1C(=C(C=CC1)C1CCN(CC1)C(=O)C1=NNC2=C1CN(CC2)CCOC)C(F)(F)F